ClC=1C(=NNC1)C1=NC(=NC=C1C(F)(F)F)N[C@@H]1CC[C@H](CC1)N(C(=O)NCC(F)F)C1=NC=C(N=C1)C=1C=NC(=NC1)OC 1-(trans-4-((4-(4-chloro-1H-pyrazol-3-yl)-5-(trifluoromethyl)pyrimidin-2-yl)amino)cyclohexyl)-3-(2,2-difluoroethyl)-1-(5-(2-methoxypyrimidin-5-yl)pyrazin-2-yl)urea